tert-butyl 3-(prop-2-en-1-yl)-3-[3-(trifluoromethanesulfonyloxy)-1H-pyrazol-5-yl]azetidine-1-carboxylate C(C=C)C1(CN(C1)C(=O)OC(C)(C)C)C1=CC(=NN1)OS(=O)(=O)C(F)(F)F